C(C)(C)(C)C1=CC(=NC=C1)C1CC2(C1)CCN(CC2)C(=O)OC(C)(C)C tert-butyl 2-(4-(tert-butyl) pyridin-2-yl)-7-azaspiro[3.5]nonane-7-carboxylate